The molecule is a carboxylic ester obtained by formal condensation of the carboxy group of octanoic (caprylic) acid with the hydroxy group of 5-bromo-4-chloroindoxyl. It is an octanoate ester, a chloroindole and a bromoindole. It derives from an indoxyl. CCCCCCCC(=O)OC1=CNC2=C1C(=C(C=C2)Br)Cl